ClC=1C2=C(N=CN1)N(C=C2N2[C@H](CCC2)C)C2=CC(=CC=C2)Cl (S)-4-Chloro-7-(3-chlorophenyl)-5-(2-methylpyrrolidin-1-yl)-7H-pyrrolo[2,3-d]pyrimidine